2-((8-amino-7-fluoro-6-((pyridin-2-yloxy)methyl)isoquinolin-3-yl)amino)-6-isopropyl-5,6-dihydro-4H-pyrazolo[1,5-d][1,4]diazepin-7(8H)-one NC=1C(=C(C=C2C=C(N=CC12)NC1=NN2CC(N(CCC2=C1)C(C)C)=O)COC1=NC=CC=C1)F